1-(tert-butyl) 2-methyl (2S,4R)-2-(3-chloropropyl)-4-((3-iodobenzyl)oxy)pyrrolidine-1,2-dicarboxylate ClCCC[C@@]1(N(C[C@@H](C1)OCC1=CC(=CC=C1)I)C(=O)OC(C)(C)C)C(=O)OC